ClCC1=CC=C(C=C1)[C@@H](C)N1CCN(CC1)C1=NC=NC=C1 (R)-4-(4-(1-(4-(chloromethyl)phenyl)ethyl)piperazin-1-yl)pyrimidine